[Si](C)(C)(C(C)(C)C)OC(C=O)CC (Tert-butyldimethylsilyloxy)butanal